O[C@@H]1[C@@H](C2=CC=CC=C2C1)NC1=C(C(OC(=C1)C(=O)NC=1SC(=NN1)N1N=CC=C1C)=O)OC 4-(((cis)-2-hydroxy-2,3-dihydro-1H-inden-1-yl)amino)-3-methoxy-N-(5-(5-methyl-1H-pyrazol-1-yl)-1,3,4-thiadiazol-2-yl)-2-oxo-2H-pyran-6-carboxamide